CS(=O)(=O)NC(=O)C1=CC=2N=C(N=C(C2O1)N1CCOCC1)NC1=NNC(=C1)C1=CC=CC=C1 N-methylsulfonyl-4-morpholino-2-[(5-phenyl-1H-pyrazol-3-yl)amino]furo[3,2-d]pyrimidine-6-carboxamide